ClC1=NC(=NC(=N1)C1=CC=CC=C1)C1=CC=2C=CC3=CC(=CC=C3C2C=C1)C1=CC=CC=C1 2-chloro-4-phenyl-6-(7-phenylphenanthren-2-yl)-1,3,5-triazine